[1,2,4]triazolo[1,5-a]pyridine-2-carboxylic acid N=1C(=NN2C1C=CC=C2)C(=O)O